NC1(CN(C1)C=1C=C(C(=NC1)N1CCN(CC1)C[C@H]1CN(C[C@H](O1)C)C1=C2C=CC(=NC2=C(C=C1)C#N)[2H])C)C 5-[(2S,6R)-2-[[4-[5-(3-amino-3-methyl-azetidin-1-yl)-3-methyl-2-pyridyl]piperazin-1-yl]methyl]-6-methyl-morpholin-4-yl]-2-deuterio-quinoline-8-carbonitrile